The molecule is a monocarboxylic acid that is propionic acid substituted by a 4'-acetoxyphenyl group at position 3. It is a monocarboxylic acid and an acetate ester. CC(=O)OC1=CC=C(C=C1)CCC(=O)O